phenethylamine compound with benzyl chloroformate ClC(=O)OCC1=CC=CC=C1.C(CC1=CC=CC=C1)N